CON O-methylhydroxylamine